methyl-butyl-methoxypropoxysilane tert-butyl-4-cyano-4-((6-(trifluoromethyl)pyridin-3-yl)methyl)piperidine-1-carboxylate C(C)(C)(C)OC(=O)N1CCC(CC1)(CC=1C=NC(=CC1)C(F)(F)F)C#N.C[SiH](OCCCOC)CCCC